Cl.NC(C#N)C1=CC=CC=C1 2-Amino-2-phenylacetonitrile hydrochloride